CN1C=NC2=C1C=CC(=C2)C(=O)O 1-methyl-benzoimidazole-5-carboxylic acid